C(CCCCCCCCCCCCCCCCC)(=O)NCC[N-]C(CCCCCCCCC(=O)[N-]CCNC(CCCCCCCCCCCCCCCCC)=O)=O N,N'-bis(2-stearamidoethyl)-sebacyldiamide